FC(CN1N=CC(=C1)C1=CC=NC2=C(C=CC=C12)NC(=O)C1=CC2=C(OCO2)C=C1)(F)F N-(4-(1-(2,2,2-trifluoroethyl)-1H-pyrazol-4-yl)quinolin-8-yl)benzo[d][1,3]dioxole-5-carboxamide